Cl.NCCCCNC(=O)C1=CC2=C(N(C(=N2)NC=2SC3=C(N2)C=CC(=C3)OC(F)(F)F)C)C=C1 1-Methyl-2-(6-trifluoromethoxy-benzothiazol-2-ylamino)-1H-benzoimidazole-5-carboxylic acid (4-amino-butyl)-amide hydrochloride